C(C)(C)C1COC2=C(C=3N1C=C(C(C3)=O)C(=O)O)C=CC(=C2)OC 7-Isopropyl-3-methoxy-11-oxo-6,7-dihydro-11H-benzo[f]pyrido[1,2-d][1,4]oxazepine-10-carboxylic acid